C(C)(=O)O[C@@H](C(Cl)(Cl)Cl)C1=CC=CC=C1 |r| (+-)-2,2,2-TRICHLORO-1-PHENYLETHYL ACETATE